CC1=CC=CC=C1CC#N The molecule is a nitrile that is acetonitrile where one of the methyl hydrogens is substituted by a 2-methylphenyl group. It derives from an acetonitrile.